S(=O)(=O)(C1=CC=C(N=NC2=CC=C(N(C)C)C=C2)C=C1)C=1C(=C(C(=C(C1)S(=O)(=O)O)N=NN)C)C DABSYL-(dimethyl-aminoazobenzenesulfonic acid)